FC1=NN2C(C=CC=C2)=C1 fluoropyrazolo[1,5-a]pyridin